2-{(1r,3r)-3-[6-(2-amino-1,1-difluoropropan-2-yl)pyridin-3-yl]cyclobutyl}-7-methoxy[1,2,4]triazolo[1,5-c]quinazolin-5-amine NC(C(F)F)(C)C1=CC=C(C=N1)C1CC(C1)C1=NN2C(=NC=3C(=CC=CC3C2=N1)OC)N